(4-amino-1-(5-(4-fluoro-2-methoxyphenyl)imidazo[2,1-b][1,3,4]thiadiazol-2-yl)piperidin-4-yl)methanol 3,3,3-trifluoro-2-hydroxy-2-methylpropyl-naphthalene-2-sulfonate FC(C(CC1=C(C=CC2=CC=CC=C12)S(=O)(=O)OCC1(CCN(CC1)C1=NN2C(S1)=NC=C2C2=C(C=C(C=C2)F)OC)N)(C)O)(F)F